ethyl 2-{4-[4-(hydroxymethyl) phenyl]-1H-pyrazol-1-yl}-3-methylbutanoate OCC1=CC=C(C=C1)C=1C=NN(C1)C(C(=O)OCC)C(C)C